N-(2-(1-(2-(4-(4-((2,6-dioxopiperidin-3-yl)amino)phenyl)piperidin-1-yl)-2-oxoethyl)piperidin-4-yl)-7-isopropoxyimidazo[1,2-a]pyridin-6-yl)-2-(2-methylpyridin-4-yl)oxazole-4-carboxamide O=C1NC(CCC1NC1=CC=C(C=C1)C1CCN(CC1)C(CN1CCC(CC1)C=1N=C2N(C=C(C(=C2)OC(C)C)NC(=O)C=2N=C(OC2)C2=CC(=NC=C2)C)C1)=O)=O